2-methylguanidinoacetic acid CN=C(NCC(=O)O)N